N1=C(N=CC=C1)CN1C(NC2=NC=C(C=C21)C2=CC(=CC=C2)C(F)(F)F)=O 1-(pyrimidin-2-ylmethyl)-6-[3-(trifluoromethyl)phenyl]-3H-imidazo[4,5-b]pyridin-2-one